C(C=C)(=O)N1[C@@H]2CN([C@@H]2CC1)C1=C(C(=NC2=CC(=CC=C12)C1=CC=CC2=CC=CC(=C12)Cl)OC[C@H]1N(C[C@@H](C1)F)C)CC#N 4-((1R,5R)-2-acryloyl-2,6-diazabicyclo[3.2.0]hept-6-yl)-7-(8-chloronaphthalen-1-yl)-2-(((2S,4R)-4-fluoro-1-methylpyrrolidin-2-yl)methoxy)quinoline-3-acetonitrile